2-(2,8-Dimethylimidazo[1,2-b]pyridazin-6-yl)-7-(3,3-dimethylpiperazin-1-yl)-4H-pyrido[1,2-a]pyrimidin-4-on CC=1N=C2N(N=C(C=C2C)C=2N=C3N(C(C2)=O)C=C(C=C3)N3CC(NCC3)(C)C)C1